6-thieno[2,3-b]pyridin-5-ylspiro[4H-1,3-benzodioxine-2,4'-piperidine] 2HCl Cl.Cl.S1C=CC=2C1=NC=C(C2)C2=CC1=C(OC3(CCNCC3)OC1)C=C2